FC1=CC=C(C=C1)C(\C=C(\CC(=O)OC)/O)=O methyl (3Z)-5-(4-fluorophenyl)-3-hydroxy-5-oxopent-3-enoate